CN1N=CC(=C1)NC1=NC=CC(=N1)[Sn](CCCC)(CCCC)CCCC N-(1-methyl-1H-pyrazol-4-yl)-4-(tributylstannyl)pyrimidin-2-amine